ClC=1C=C(C=CC1)C1=CC(=CC=C1)C1(CC1)C=1NC(C=2CN(CCCC2N1)C([C@H](O)C1=CC(=CC=C1)Cl)=O)=O (R)-2-(1-(3'-chloro-[1,1'-biphenyl]-3-yl)cyclopropyl)-6-(2-(3-chlorophenyl)-2-hydroxyacetyl)-3,5,6,7,8,9-hexahydro-4H-pyrimido[5,4-c]azepin-4-one